C1(CC1)C=1C=CC(=NC1F)[C@@H](NC(=O)[C@H]1N(C[C@@H](C1)F)C(CN1C=NN=C1)=O)C1=CC=CC=C1 (2S,4R)-N-[(S)-(5-cyclopropyl-6-fluoropyridin-2-yl)(phenyl)methyl]-4-fluoro-1-[2-(4H-1,2,4-triazol-4-yl)acetyl]pyrrolidine-2-carboxamide